C[C@H]1[C@H](NCCN1C1=NC(=NC=C1)C1=CN=C2N1C=C(C=C2)C(F)(F)F)C(=O)N (2S,3S)-3-methyl-4-(2-(6-(trifluoromethyl)imidazo[1,2-a]pyridin-3-yl)pyrimidin-4-yl)piperazine-2-carboxamide